[Si](C)(C)(C(C)(C)C)O[C@H]1C[C@@H](O[C@@H]1CO[Si](C)(C)C(C)(C)C)N1C(N=C(C=C1)NC(=O)NC1=CC=CC=C1)=O 1-(1-((2R,4S,5R)-4-((tert-butyldimethylsilyl)oxy)-5-(((tert-butyldimethylsilyl)oxy)methyl)tetrahydrofuran-2-yl)-2-oxo-1,2-dihydropyrimidin-4-yl)-3-phenylurea